Pentakis(ethoxy)tantalum C(C)O[Ta](OCC)(OCC)(OCC)OCC